5-(4-Bromo-2-isopropyl-5-methoxy-phenoxy)-pyrimidine-2,4-diamine BrC1=CC(=C(OC=2C(=NC(=NC2)N)N)C=C1OC)C(C)C